10-[3-(4-Fluorophenyl)-1,2,4-oxadiazol-5-yl]-4,7,8,9-tetrahydro-5H-4,8-epiminooxocino[5,4-d][1,3]thiazol-2-amine FC1=CC=C(C=C1)C1=NOC(=N1)N1C2COCC1CC=1N=C(SC12)N